C(C)(C)OC=1C=C2C(=NNC2=CC1)C1=NC=CC(=N1)C=1C=NN(C1)CC(C)C 1-[4-[2-(5-isopropoxy-1H-indazol-3-yl)pyrimidin-4-yl]pyrazol-1-yl]-2-methyl-propan